N-[4-[(E)-3-[4-[2-Hydroxyethyl(methyl)amino]phenyl]prop-2-enoyl]phenyl]octanamide OCCN(C1=CC=C(C=C1)/C=C/C(=O)C1=CC=C(C=C1)NC(CCCCCCC)=O)C